CC1=C2C=CNC2=CC=C1CN1CCC2(CN(C2)C2=NC=NC3=CC=C(C=C23)CC(F)(F)F)CC1 4-methyl-5-[[2-[6-(2,2,2-trifluoroethyl)quinazolin-4-yl]-2,7-diazaspiro[3.5]nonan-7-yl]methyl]indole